4-(5-(6-Ethoxy-1H-pyrazolo[3',4':3,4]pyrazolo[1,5-a]pyridin-4-yl)pyridin-2-yl)-2-(hydroxymethyl)piperazine hydrochloride Cl.C(C)OC=1C=C(C=2N(C1)N=C1C2C=NN1)C=1C=CC(=NC1)N1CC(NCC1)CO